BrC1=CC=2N(C=C1)N=CC2C(=O)NC2CCN(CC2)CC(C)(F)F 5-Bromo-N-(1-(2,2-difluoropropyl)piperidin-4-yl)pyrazolo[1,5-a]pyridine-3-carboxamide